methyl 2-(2-(4-(2-methoxyethoxy)phenyl)thiazol-4-yl)-2-methylpropanoate COCCOC1=CC=C(C=C1)C=1SC=C(N1)C(C(=O)OC)(C)C